NC1=CC(=C(OC2=CC3=C(N=N2)N(C(C3(C)C)=O)CC3=CC=C(C=C3)OC)C(=C1)Cl)Cl 3-(4-amino-2,6-dichloro-phenoxy)-7-[(4-methoxyphenyl)methyl]-5,5-dimethyl-pyrrolo[2,3-c]pyridazin-6-one